C1(CCCCC1)P(C1=C(C=CC=C1)C1=C(C=CC=C1OC(C)C)OC(C)C)C1CCCCC1 2-dicyclohexylphosphino-2',6'-di-isopropoxy-1,1-biphenyl